C1(CC=CC=C1)C=1NC=CN1 1H-phenyl-imidazole